N=1N(N=C2C1C=CC=C2)C=2C=C(C=C(C2O)C(C)(C)C)OC(CC)=O O-[3-(2H-benzotriazole-2-yl)-4-hydroxy-5-tertbutylphenyl]-propionic acid